2-((1R,2R,4S)-2-amino-7-azabicyclo[2.2.1]heptan-7-yl)-5-(5-chloro-3-methoxyquinoxalin-6-yl)-3-methyl-3,7-dihydro-4H-pyrrolo[2,3-d]pyrimidin-4-one N[C@H]1[C@H]2CC[C@@H](C1)N2C=2N(C(C1=C(N2)NC=C1C=1C(=C2N=C(C=NC2=CC1)OC)Cl)=O)C